OCC12CC(C1)(C2)N2[C@@H](C=1NC3=CC=CC=C3C1CC2C)C2=CC=C(C=C2)O 4-((1R)-2-(3-(hydroxymethyl)bicyclo[1.1.1]pentan-1-yl)-3-methyl-2,3,4,9-tetrahydro-1H-pyrido[3,4-b]indol-1-yl)phenol